[N+](=O)([O-])CCN1CC=2N(CC1)N=C(C2)C(=O)OC(C)C Propan-2-yl 5-(2-nitroethyl)-6,7-dihydro-4H-pyrazolo[1,5-a]pyrazine-2-carboxylate